(8R)-3-fluoro-8-((1S,2R)-2-fluoro-1-hydroxy-7-((trifluoromethyl)sulfonyl)-2,3-dihydro-1H-inden-4-yl)-5,6,7,8-tetrahydronaphthalene-1-carbonitrile FC=1C=C(C=2[C@H](CCCC2C1)C1=C2C[C@H]([C@H](C2=C(C=C1)S(=O)(=O)C(F)(F)F)O)F)C#N